4-ethoxy-5-pyrimidinecarboxamide C(C)OC1=NC=NC=C1C(=O)N